NC1=NC=NC=2C3=C(\C(\C(C12)(C)C)=N/OC[C@@H]1CN(C(O1)=O)CCO)C=C(C=C3)Br (5S)-5-[[(Z)-(4-amino-8-bromo-5,5-dimethyl-benzo[h]quinazolin-6-ylidene)amino]oxymethyl]-3-(2-hydroxyethyl)oxazolidin-2-one